CC=1C(=C2C=NNC2=CC1)N1CC=2N=C(N=C(C2CC1)N1CCN(CC1)C(C=C)=O)OCCN1CCCCC1 1-[4-[7-(5-methyl-1H-indazol-4-yl)-2-[2-(1-piperidyl)ethoxy]-6,8-dihydro-5H-pyrido[3,4-d]pyrimidin-4-yl]piperazin-1-yl]prop-2-en-1-one